γ-aminopropyltrimethyl(ethyl)oxysilane NCCCC[Si](OCC)(C)C